Lauric Acid-Hexylester C(CCCCC)OC(CCCCCCCCCCC)=O